tetrahydroisoquinoline C1CNCC2=CC=CC=C21